(S)-4-(2-acryloyl-2,6-diazaspiro[3.4]octan-6-yl)-6-(2,2-difluorobenzo[d][1,3]dioxol-4-yl)-2-((1-methylpyrrolidin-2-yl)methoxy)pyrimidine-5-carbonitrile C(C=C)(=O)N1CC2(C1)CN(CC2)C2=NC(=NC(=C2C#N)C2=CC=CC=1OC(OC12)(F)F)OC[C@H]1N(CCC1)C